ethyl 4-([1,1'-biphenyl]-4-yl)-2-methylquinoline-6-carboxylate C1(=CC=C(C=C1)C1=CC(=NC2=CC=C(C=C12)C(=O)OCC)C)C1=CC=CC=C1